{4-[(1S)-1-{[(S)-2-methylpropan-2-sulfinyl]amino}ethyl]pyrrolidin-1-yl}carbamic acid tert-butyl ester C(C)(C)(C)OC(NN1CCC(C1)[C@H](C)N[S@@](=O)C(C)(C)C)=O